Cl.CC=1C=CC(=NC1)[C@@H](C)N (1R)-1-(5-methylpyridin-2-yl)ethylamine hydrochloride